NC(C(C(CC1CC1)NC(=O)C1C2C(C2CN1C([C@@H](NC(C(C)C)=O)[C@H](C)CC)=O)(C)C)=O)=O N-(4-Amino-1-cyclopropyl-3,4-dioxobutan-2-yl)-3-(isobutyryl-L-alloisoleucyl)-6,6-dimethyl-3-azabicyclo[3.1.0]hexane-2-carboxamide